4-[diethoxyphosphoryl-(fluoro)methyl]-2-fluoro-1-methyl-benzene C(C)OP(=O)(OCC)C(C1=CC(=C(C=C1)C)F)F